S1C(=CC=C1)C1=NN=C(O1)CC1=C(C(=O)N)C=CC=C1 (5-(thiophen-2-yl)-1,3,4-oxadiazol-2-ylmethyl)benzamide